oxazolo[4,5-g]isoquinoline N1=COC=2C1=CC=1C=CN=CC1C2